4-(3-ethyl-4-methyl-5-oxo-4,5-dihydro-1H-1,2,4-triazol-1-yl)-5-fluoro-N-(2-fluoro-6-methylphenyl)-2-[(1S)-1-phenylethoxy]benzamide C(C)C1=NN(C(N1C)=O)C1=CC(=C(C(=O)NC2=C(C=CC=C2C)F)C=C1F)O[C@@H](C)C1=CC=CC=C1